N1=C(N=CC=C1)OC1=CC=C(C=C1)C1(CC1)C(=O)O 1-(4-pyrimidin-2-yloxy-phenyl)cyclopropanecarboxylic acid